COC1CN(CC1)C(=O)N 3-methoxypyrrolidine-1-carboxamide